4-(2-hydroxyethyl)-2-nitrobenzaldehyde OCCC1=CC(=C(C=O)C=C1)[N+](=O)[O-]